(S)-3-(pyrrolidin-2-yl)pyridine N1[C@@H](CCC1)C=1C=NC=CC1